iodooxolane IC1OCCC1